CC(/C=C/C(=O)Cl)C (E)-4-methylpent-2-enoyl chloride